C(C)OC(CC(=O)C)=O.C(C(C)C)O[Ti] iso-butoxytitanium ethyl-acetoacetate